6-ethoxy-N-(6-(hexahydropyrrolo[1,2-a]pyrazin-2(1H)-yl)pyridazin-3-yl)-2-methyl-2H-indazole-5-carboxamide C(C)OC=1C(=CC2=CN(N=C2C1)C)C(=O)NC=1N=NC(=CC1)N1CC2N(CC1)CCC2